C(C(C)C)N(C(O)=O)C1=NC(=NC=2N1N=C(N2)C=2OC=CC2)NCCC2=CC=C(C=C2)NS(=O)(=O)C2=CC(=C(C(=C2)Cl)O)C(N)=O.N=B azacarbeneborane Isobutyl-(5-((4-((3-carbamoyl-5-chloro-4-hydroxyphenyl)sulfonamido)phenethyl)amino)-2-(furan-2-yl)-[1,2,4]triazolo[1,5-a][1,3,5]triazin-7-yl)carbamate